FC(C(C(C1OCCC1)(F)F)(F)F)(C(F)(F)F)F 2-nonafluorobutyltetrahydrofuran